benzyl ((S)-7-ethyl-8,11-dioxo-7,8,11,13-tetrahydro-10H-[1,3]dioxolo[4,5-g]pyrano[3',4':6,7]indolizino[1,2-b]quinolin-yl) carbonate C(OCC1=CC=CC=C1)(O[C@@H]1OC=2C(=CC=3C=C4C(=NC3C2)C2=CC3=C(C(N2C4)=O)COC(C3CC)=O)O1)=O